FC(OC=1C(=NC(=NC1OC)NS(=O)(=O)C1=CNC(=C1)C1=NC=CC=C1F)OC)F N-[5-(difluoromethoxy)-4,6-dimethoxy-pyrimidin-2-yl]-5-(3-fluoro-2-pyridyl)-1H-pyrrole-3-sulfonamide